(S)-2-cyclopropoxy-3,3-dimethylbutyric acid C1(CC1)O[C@H](C(=O)O)C(C)(C)C